N1C2=C(OCC1)N=CC(=C2)C(=O)O 2,3-dihydro-1H-pyrido[2,3-b][1,4]oxazine-7-carboxylic acid